NC=1C=C(C=C(C1)C(F)(F)F)[C@@H](C)NC(=O)C1=CN(C(C=C1)=O)C1=CC(=CC=C1)C(=O)N1CCOCC1 N-[(1R)-1-[3-amino-5-(trifluoromethyl)phenyl]ethyl]-1-[3-(morpholine-4-carbonyl)phenyl]-6-Oxo-1,6-dihydropyridine-3-carboxamide